ClC=1N=C2SC(=NN2C1CN1CC(=CC1=O)CC(F)(F)F)COC 1-[[6-chloro-2-(methoxymethyl)imidazo[2,1-b][1,3,4]thiadiazol-5-yl]methyl]-3-(2,2,2-trifluoroethyl)-2H-pyrrol-5-one